2-(2H-Benzothiazol-2-yl)-6-dodecyl-4-methylphenol S1C(NC2=C1C=CC=C2)C2=C(C(=CC(=C2)C)CCCCCCCCCCCC)O